C(CCCCCC)([O-])=S HEPTANETHIOATE